[N+](=O)([O-])C1=CC(=C(C#N)C=C1)C(=C)C 4-nitro-2-(prop-1-en-2-yl)benzonitrile